1-(5-fluoropyridin-2-yl)piperazine FC=1C=CC(=NC1)N1CCNCC1